NC=1N=C(C2=C(N1)NC(=C2)C2CC2)C=2C(=C(C=CC2)N2C(C1=C(C=C(C=C1C=C2)C2CC2)F)=O)CO 2-[3-(2-amino-6-cyclopropyl-7H-pyrrolo[2,3-d]pyrimidin-4-yl)-2-(hydroxymethyl)phenyl]-6-cyclopropyl-8-fluoroisoquinolin-1(2H)-one